NCC(CN1N=CN(C1=O)C=1C=NC(=CC1)C1=CC=C(C=C1)N1CCNCC1)=C(F)F 2-[2-(aminomethyl)-3,3-difluoro-allyl]-4-[6-(4-piperazin-1-ylphenyl)-3-pyridyl]-1,2,4-triazol-3-one